(2R)-N-benzyl-2-(3-(dimethylamino)-2,5-dioxopyrrolidin-1-yl)propenamide C(C1=CC=CC=C1)NC(C(=C)N1C(C(CC1=O)N(C)C)=O)=O